CN(C(=O)C1=CC=C2C=3C(C4=C(C(C3NC2=C1)(C)C)C=C(C=C4)OC[C@H]([C@@H](CO)O)O)=O)C 6,6-Dimethyl-11-oxo-8-((2R,3R)-2,3,4-trihydroxy-butoxy)-6,11-dihydro-5H-benzo[b]carbazole-3-carboxylic acid dimethylamide